C(C)(C)(C)OC(=O)NC(C(=O)OC)(CCC(=O)OC)C dimethyl 2-((tert-butoxycarbonyl) amino)-2-methylpentanedioate